The molecule is isatin bearing a 6-aminohexanamido group at C-5. It is an indoledione and a monocarboxylic acid amide. It derives from an isatin. C1=CC2=C(C=C1NC(=O)CCCCCN)C(=O)C(=O)N2